chlorocarbonic acid, methyl ester C(OC)(=O)Cl